C(=O)(O)C[N+]1=CC=CC=C1 1-(carboxymethyl)pyridine-1-ium